C[C@@]12C[C@@]34C=CC(=O)[C@@]([C@@H]3[C@@H](O1)C[C@@H]2[C@H]4O)(C)CCC(=O)NC5=C(C=CC(=C5O)C(=O)OC)O The molecule is a polycyclic cage that is the methyl ester derivative of 11-hydroxy substituted platensimycin. It is isolated from Streptomyces platensis. It has a role as a bacterial metabolite. It is a cyclic ether, a cyclic ketone, a polycyclic cage, a member of resorcinols, a secondary alcohol, a benzoate ester, an aromatic amide and a monocarboxylic acid amide. It derives from a platensimycin.